2-ethoxy-5-(3-(1-methyl-1H-pyrazol-4-yl)pyrazolo[1,5-a]pyridin-5-yl)-7H-pyrrolo[2,3-d]pyrimidine C(C)OC=1N=CC2=C(N1)NC=C2C2=CC=1N(C=C2)N=CC1C=1C=NN(C1)C